1-methyl-imidazolium bromide [Br-].CN1C=[NH+]C=C1